CC1=NC=CC(=C1)N1N=C2C(NC=CC2=O)=N1 (2-methylpyridin-4-yl)-7-oxo-2H,4H,7H-[1,2,3]triazolo[4,5-b]pyridin